2-[(6-{pyrazolo[1,5-a]pyridine-3-amido}spiro[3.3]heptan-2-yl)oxy]-5H,7H,8H-pyrano[4,3-b]pyridine-3-carboxamide N1=CC(=C2N1C=CC=C2)C(=O)NC2CC1(CC(C1)OC1=C(C=C3C(=N1)CCOC3)C(=O)N)C2